N1(C=NC=C1)CCCC(=O)O 4-imidazol-1-yl-butyric acid